5-((4-(ethylsulfinyl)benzyl)oxy)-2-((5-nitroisoindolin-2-yl)methyl)-4H-pyran-4-one C(C)S(=O)C1=CC=C(COC=2C(C=C(OC2)CN2CC3=CC=C(C=C3C2)[N+](=O)[O-])=O)C=C1